tert-butyl (3R,4R)-4-((3-(5-(tert-butoxy)-2-cyano-5-oxopentan-2-yl)-1-methyl-1H-indazol-6-yl)amino)-3-methoxypiperidine-1-carboxylate C(C)(C)(C)OC(CCC(C)(C#N)C1=NN(C2=CC(=CC=C12)N[C@H]1[C@@H](CN(CC1)C(=O)OC(C)(C)C)OC)C)=O